ONCCCCC1=CC=C(C=C1)C1=N[C@@H](C=2N(C3=C1C(=C(S3)C)C)C(=NN2)C)CC(=O)OC(C)(C)C tert-butyl (R)-2-(4-(4-(4-(hydroxyamino)butyl)phenyl)-2,3,9-trimethyl-6H-thieno[3,2-f][1,2,4]triazolo[4,3-a][1,4]diazepin-6-yl)acetate